C(CC)OS(=S)CCC propyl-propane-thiosulfinate